NC1=NC=CC=C1C1=NC=2C(=NC(=CC2)C2=CC=CC=C2)N1C1=CC=C(CN2CCC(CC2)NCCO)C=C1 2-((1-(4-(2-(2-Aminopyridin-3-yl)-5-phenyl-3H-imidazo[4,5-b]pyridin-3-yl)benzyl)piperidin-4-yl)amino)ethanol